[Br-].BrC1=C(C=CC=C1)C[P+](C1=CC=CC=C1)(C1=CC=CC=C1)C1=CC=CC=C1 [(2-bromophenyl)methyl]triphenylphosphanium bromide